ClC1=C(C(=CC=C1)C(F)(F)F)COC=1C=NC(=NC1)N1CC(NCC1)=O 4-(5-{[2-chloro-6-(trifluoromethyl)phenyl]methoxy}pyrimidin-2-yl)piperazin-2-one